1-(4-(6-chloro-8-fluoro-7-(3-hydroxynaphthalen-1-yl)-2-(methylamino)quinazolin-4-yl)piperazin-1-yl)prop-2-en-1-one ClC=1C=C2C(=NC(=NC2=C(C1C1=CC(=CC2=CC=CC=C12)O)F)NC)N1CCN(CC1)C(C=C)=O